ClC=1C=C(C=C(C1)Cl)N1C(N(CC1=O)C(=O)Cl)=O 3,5-dichlorophenyl-hydantoinformyl chloride